spiro(thioxanthene-9,9'-xanthene)-2'-boronic acid pinacol ester C1=C(C=CC=2OC3=CC=CC=C3C3(C12)C1=CC=CC=C1SC=1C=CC=CC13)B1OC(C)(C)C(C)(C)O1